N1C=NC=2NC=NC2C1=O 1,9-dihydro-purin-6-one